C1(CCC1)OCC=1C=C(CC2N(CC3(CC3)C2NS(=O)(=O)C)C(C(C)C)=O)C=CC1 N-(6-(3-(cyclobutoxymethyl)benzyl)-5-isobutyryl-5-azaspiro[2.4]heptan-7-yl)methanesulfonamide